2-nitro-1,1'-biphenyl [N+](=O)([O-])C1=C(C=CC=C1)C1=CC=CC=C1